C12CC(CC2C1)C1=CC(=C(C=C1Cl)C=1NC=2C=CN=C(C2C(C1)=O)C(=O)N)C 2-[4-(3-bicyclo[3.1.0]hexanyl)-5-chloro-2-methyl-phenyl]-4-oxo-1H-1,6-naphthyridine-5-carboxamide